FC(C1=CC=CC(=N1)NC(=O)C=1C(=CC=2N(C1)C=C(N2)C2CCC(CC2)CN(C)C2CCN(CC2)C2=CC=C(C=C2)C2C(NC(CC2)=O)=O)OC(C)C)F N-[6-(difluoromethyl)-2-pyridyl]-2-[4-[[[1-[4-(2,6-dioxo-3-piperidyl)phenyl]-4-piperidyl]-methyl-amino]methyl]cyclohexyl]-7-isopropoxy-imidazo[1,2-a]pyridine-6-carboxamide